Methyl 2-(N-(tert-butyl)sulfamoyl)-5-((dimethylamino)methyl)benzoate C(C)(C)(C)NS(=O)(=O)C1=C(C(=O)OC)C=C(C=C1)CN(C)C